methyl 2-(6-(benzyloxy)-1-(cyclopropylmethyl)-1H-pyrrolo[2,3-b]pyridin-2-yl)-5-methoxy-3-methylimidazo[1,2-a]pyridine-7-carboxylate C(C1=CC=CC=C1)OC1=CC=C2C(=N1)N(C(=C2)C=2N=C1N(C(=CC(=C1)C(=O)OC)OC)C2C)CC2CC2